1-((2S)-4-(3-((4-amino-5-(4-chloro-3-methoxyphenyl)-7-methyl-7H-pyrrolo[2,3-d]pyrimidin-6-yl)ethynyl)azetidin-1-yl)-2-(hydroxymethyl)piperidin-1-yl)prop-2-en-1-one NC=1C2=C(N=CN1)N(C(=C2C2=CC(=C(C=C2)Cl)OC)C#CC2CN(C2)C2C[C@H](N(CC2)C(C=C)=O)CO)C